ethyl 2-[(3R)-4-(cyclopropylcarbonyl)-3-methylpiperazin-1-yl]-4-(1-methyl-1H-pyrazol-4-yl)pyrimidine-5-carboxylate C1(CC1)C(=O)N1[C@@H](CN(CC1)C1=NC=C(C(=N1)C=1C=NN(C1)C)C(=O)OCC)C